ONC(C1=CC=C(C=C1)I)=N N-hydroxy-4-iodobenzimidamide